COC(=O)C=1N=CN(C1)CC1=CC(=C(C=C1)OCC=1CC(C=CC1)(C(F)(F)F)F)F 1-(3-Fluoro-4-((3-fluoro-3-(trifluoromethyl)benzyl)oxy)benzyl)-1H-imidazole-4-carboxylic acid methyl ester